N2-(3,5-dichlorophenyl)-7-methyl-N4-(piperidin-4-yl)quinazoline-2,4-diamine ClC=1C=C(C=C(C1)Cl)NC1=NC2=CC(=CC=C2C(=N1)NC1CCNCC1)C